FC(C1=NN(C=N1)C1=C(C=C(C=C1)C(C(=O)N)C1=C(C=CC=C1)F)S(NCC1=C(C=C(C=C1)OC)OC)(=O)=O)F {4-[3-(difluoromethyl)-1H-1,2,4-triazol-1-yl]-3-[(2,4-dimethoxybenzyl)sulfamoyl]-phenyl}-2-(2-fluorophenyl)acetamide